3-((4-fluorophenyl)(methyl)carbamoyl)bicyclo[1.1.1]pentan-1-yl carbonochloridate C(OC12CC(C1)(C2)C(N(C)C2=CC=C(C=C2)F)=O)(=O)Cl